CN1N=C(C(=C1)C(=O)N)C(F)(F)F 1-methyl-3-trifluoromethyl-pyrazole-4-carboxamide